5-methyl-N-((tetrahydro-2H-pyran-2-yl)methyl)pyrazoline CC1C=CNN1CC1OCCCC1